C(C)(C)(C)OOOC(=O)C1CCC(CC1)C(=O)OOOC(C)(C)C 1,4-Bis(t-butylperoxycarboxyl)cyclohexane